1,1,1,3,3,3-hexafluoropropan-2-yl (±)-1-((1-methylpiperidin-4-yl)carbamoyl)-6-azaspiro[2.5]octane-6-carboxylate CN1CCC(CC1)NC(=O)[C@@H]1CC12CCN(CC2)C(=O)OC(C(F)(F)F)C(F)(F)F |r|